(E)-4-((3,5-Dimethylphenyl)diazenyl)-3,5-dimethyl-1H-pyrazole CC=1C=C(C=C(C1)C)/N=N/C=1C(=NNC1C)C